C(C)OC(=O)C=1C=NN(C(C1)=O)COCC[Si](C)(C)C 6-oxo-1-(2-trimethylsilylethoxymethyl)pyridazine-4-carboxylic acid ethyl ester